C(CCCCCC)C1CCC(O1)=O 5-heptyltetrahydrofuran-2-one